CN(C(=O)C=1C=NC(=CC1)N1CC=2N(N=CC2C1)C1=C(C=CC=C1)OCC(F)(F)F)C N,N-dimethyl-6-{1-[2-(2,2,2-trifluoroethoxy)phenyl]-4,6-dihydropyrrolo[3,4-c]pyrazol-5(1H)-yl}pyridine-3-carboxamide